OC(C(CC/C=C/C(=C)C)C)CC (2E,4E)-8-hydroxy-2,7-dimethyl-decadien